COC=1N=C(C2=C(N1)CN(C2C)C(CC2CN(C2)C2=CC(=NC=C2)C(F)(F)F)=O)OC 1-(2,4-Dimethoxy-5-methyl-5,7-dihydro-6H-pyrrolo[3,4-d]pyrimidin-6-yl)-2-(1-(2-(trifluoromethyl)pyridin-4-yl)azetidin-3-yl)ethan-1-one